8-bromo-2-chloro-7-fluoroquinoline BrC=1C(=CC=C2C=CC(=NC12)Cl)F